butyltin chloride di-hydroxide C(CCC)[Sn](O)(O)Cl